5-methyl-3,4-dihydro-2H-phenanthridine-1,6-dione CN1C=2CCCC(C2C2=CC=CC=C2C1=O)=O